FC=1C=C(CC=2C=C3C(=NNC3=CC2)NC(C2=C(C=C(C=C2)N2CCN(CC2)CCNC2=CC=C3C(=NN(C3=C2)C)C2C(NC(CC2)=O)=O)NC2CCOCC2)=O)C=C(C1)F N-(5-(3,5-difluorobenzyl)-1H-indazol-3-yl)-4-(4-(2-((3-(2,6-dioxopiperidin-3-yl)-1-methyl-1H-indazol-6-yl)amino)ethyl)piperazin-1-yl)-2-((tetrahydro-2H-pyran-4-yl)amino)benzamide